2-benzyl-N-(8-fluoro-4-methyl-3-quinolyl)-2,4-dimethyl-pent-4-enamide C(C1=CC=CC=C1)C(C(=O)NC=1C=NC2=C(C=CC=C2C1C)F)(CC(=C)C)C